2-(5-methyl-3-{[(3R)-1-methylpiperidin-3-yl]amino}-1,2,4-triazin-6-yl)-5-(trifluoromethyl)phenol dihydrochloride salt Cl.Cl.CC=1N=C(N=NC1C1=C(C=C(C=C1)C(F)(F)F)O)N[C@H]1CN(CCC1)C